N-[(2-ethylphenyl)methyl]-2-[1-[(4-methylphenyl)methyl]-5-oxopyrrolidin-2-yl]acetamide C(C)C1=C(C=CC=C1)CNC(CC1N(C(CC1)=O)CC1=CC=C(C=C1)C)=O